(S)-1-methyl-2,6-dioxapyrimidine-4-carboxylic acid CN1ONC(=CO1)C(=O)O